O1C(CCC1)C1=NC=2C(=NC=CC2C2CCN(CC2)C(=O)C2=CC=C(C=C2)OC(F)(F)F)N1 [4-[2-[Tetrahydrofuran-2-yl]-3H-imidazo[4,5-b]pyridin-7-yl]-1-piperidyl]-[4-(trifluoromethoxy)phenyl]methanone